cerium zirconium aluminum salt [Al].[Zr].[Ce]